ClC1=CC=C2C(=N1)NC(N2C)=O 5-chloro-1-methyl-1,3-dihydro-2H-imidazo[4,5-b]pyridin-2-one